C(C)(C)C1=C(C(=CC=C1)C(C)C)N1C(=NC2=C1C=CC=C2)C2=CC=CC1=C2OC2=C1C=CC=C2C([2H])([2H])[2H] 1-(2,6-Diisopropylphenyl)-2-(6-(methyl-d3)dibenzo[b,d]furan-4-yl)-1H-benzo[d]imidazole